FC1=CC=C(C=C1)C1=C(NN=C1C)NC(=S)NC(OCC)=O ethyl N-{[4-(4-fluorophenyl)-5-methyl-2H-pyrazol-3-yl]carbamothioyl}carbamate